F[C@@H]1CN(CC[C@@H]1OC)C(=O)OC(C)(C)C tert-butyl (3R,4S)-3-fluoro-4-methoxypiperidine-1-carboxylate